BrC1=CC=C(C2=C1N=C(S2)NC([O-])=O)F (4-bromo-7-Fluorobenzo[d]thiazol-2-yl)carbamate